1-(benzo[d]thiazol-5-yl)-N-((tetrahydro-2H-pyran-4-yl)methyl)methanamine S1C=NC2=C1C=CC(=C2)CNCC2CCOCC2